FC1(CN(CC[C@H]1NC1=NN2C(C(=N1)OC)=C(C(=C2)F)C=2C=CC1=C(N(N=N1)CC(F)F)C2)C2(COC2)[2H])F (R)-N-(3,3-difluoro-1-(oxetan-3-yl-3-d)piperidin-4-yl)-5-(1-(2,2-difluoroethyl)-1H-benzo[d][1,2,3]triazol-6-yl)-6-fluoro-4-methoxypyrrolo[2,1-f][1,2,4]triazin-2-amine